(6-(isoxazol-3-ylmethoxy)-5-(trifluoromethoxy)-1H-indol-2-yl)methanamine hydrochloride Cl.O1N=C(C=C1)COC1=C(C=C2C=C(NC2=C1)CN)OC(F)(F)F